N-[(1R)-1-(3-chlorophenyl)-2-methanesulfonylethyl]-4-(3,6-difluoro-2-methylphenyl)-5-[4-(6-hydroxyhexyl)benzoyl]-1-methylpyrrole-3-carboxamide ClC=1C=C(C=CC1)[C@H](CS(=O)(=O)C)NC(=O)C1=CN(C(=C1C1=C(C(=CC=C1F)F)C)C(C1=CC=C(C=C1)CCCCCCO)=O)C